NC1=NC=C(C=C1C(=O)N[C@@H]1[C@H](CCC1)OCC1=CC=C(C=C1)B1OC(C(O1)(C)C)(C)C)C(=C)C 2-amino-5-(prop-1-en-2-yl)-N-[(1S,2S)-2-{[4-(4,4,5,5-tetramethyl-1,3,2-dioxaborolan-2-yl)phenyl]methoxy}cyclopentyl]pyridine-3-carboxamide